5-(pyridin-2-yl)-5-(p-tolyl)piperidin-2-one N1=C(C=CC=C1)C1(CCC(NC1)=O)C1=CC=C(C=C1)C